C(C=C)(=O)OCCC[Si](OCC)(OCC)OCC gamma-(acryloxy)propyl-triethoxysilane